BrCC1=CC(=C(CN2C(CCC2)=O)C=C1)I (4-(bromomethyl)-2-iodobenzyl)pyrrolidin-2-one